ClC=1C=C(C(=O)N2CC(CCC2)(C#N)C)C=CC1Cl 1-(3,4-Dichlorobenzoyl)-3-Methylpiperidine-3-Carbonitrile